ClC1=C(C(=O)NC)C=C(C=C1)OC[C@]1([C@@H](CN(CC1)C1=C(C=C(C=C1F)Cl)F)O)O 2-chloro-5-[[(3R,4R)-1-(4-chloro-2,6-difluorophenyl)-3,4-dihydroxypiperidin-4-yl]methoxy]-N-methylbenzamide